COC1=NC=NC(=C1C=1N=CC2=C(N1)C(=CN2C)CC2=CC=C(C=C2)C=2N(C=C(N2)C(F)(F)F)C2CN(C2)C)C 2-(4-methoxy-6-methylpyrimidin-5-yl)-5-methyl-7-(4-(1-(1-methylazetidin-3-yl)-4-(trifluoromethyl)-1H-imidazol-2-yl)benzyl)-5H-pyrrolo[3,2-d]pyrimidine